C(C)(C)(C)N1CCC(CC1)C1=CC2=C(N(C(N2C)=O)C2C(NC(CC2)=O)=O)C=C1 tert-butyl-4-[1-(2,6-dioxo-3-piperidyl)-3-methyl-2-oxo-benzimidazol-5-yl]piperidine